(±)-trans-1,4-dibenzylpyrrolidine-3-carboxylic acid methyl ester COC(=O)[C@@H]1CN(C[C@H]1CC1=CC=CC=C1)CC1=CC=CC=C1 |r|